6-(Methylsulfonyl)-3,4-Dihydroisoquinoline-2(1H)-carboxylic acid tert-butyl ester C(C)(C)(C)OC(=O)N1CC2=CC=C(C=C2CC1)S(=O)(=O)C